[(3S)-1-(pyrrolidin-3-ylmethyl)piperidin-3-yl]acetic acid N1CC(CC1)CN1C[C@@H](CCC1)CC(=O)O